4-bromo-2-(methylthio)benzoic acid methyl ester COC(C1=C(C=C(C=C1)Br)SC)=O